hydroxymethyl-dimethylimidazolidone OCC1N(C(N(C1)C)=O)C